FC(COC=1C(=CC(=C(N)C1)F)Cl)C 5-(2-fluoropropoxy)-4-chloro-2-fluoroaniline